C1C(CC12CCNCC2)C#N 7-aza-spiro[3.5]nonane-2-carbonitrile